FC1=C(C(=CC(=C1)OCCN1CC(C1)CF)F)[C@H]1[C@H](CCC2=CC(=CC=C12)O)C1=CC=CC=C1 (1S,2S)-1-[2,6-difluoro-4-[2-[3-(fluoromethyl)azetidin-1-yl]ethoxy]phenyl]-2-phenyl-tetrahydronaphthalen-6-ol